NC1C2=CC=CC=C2CC12CCNCC2 1-amino-1,3-dihydrospiro[indene-2,4'-piperidin]